pyrazinium bromide [Br-].[NH+]1=CC=NC=C1